C(C)OC(CN1C2=C(C=C1C(=O)O)CCC2)OCC 1-(2,2-Diethoxyethyl)-1,4,5,6-tetrahydrocyclopenta[b]pyrrole-2-carboxylic acid